C(#N)C=1C=C(C=CC1F)NC(=O)C=1C(=C(N(C1)C)C(C(=O)OCC)=O)C ethyl 2-(4-((3-cyano-4-fluorophenyl) carbamoyl)-1,3-dimethyl-1H-pyrrol-2-yl)-2-oxoacetate